3-((N-benzyl-thiophene-2-sulfonylamino)ethynyl)-2-(1H-pyrrol-1-yl)benzoic acid lithium [Li].C(C1=CC=CC=C1)N(S(=O)(=O)C=1SC=CC1)C#CC=1C(=C(C(=O)O)C=CC1)N1C=CC=C1